beta-Himachalene CC1=C[C@H]2C(=C(CCCC2(C)C)C)CC1